1-(1-(6-(2,6-DIOXOPIPERIDIN-3-YL)PYRIDIN-3-YL)PIPERIDINE-4-CARBONYL)PIPERIDINE O=C1NC(CCC1C1=CC=C(C=N1)N1CCC(CC1)C(=O)N1CCCCC1)=O